(((9aR,10S)-10-((R)-(2,3-difluorophenyl)(3-fluorophenyl)methyl)-3,5-dioxo-3,5,8,9,9a,10-hexahydro-7H-pyrrolo[1',2':4,5]pyrazino[1,2-b]pyridazin-4-yl)oxy)methyl isobutyrate C(C(C)C)(=O)OCOC1=C2N(N=CC1=O)[C@H]([C@@H]1N(C2=O)CCC1)[C@H](C1=CC(=CC=C1)F)C1=C(C(=CC=C1)F)F